CC1=NC(=NC(=N1)C(Br)(Br)Br)C(Br)(Br)Br 2-methyl-4,6-bis(tribromomethyl)-sym-triazine